(2Z)-2-fluoro-3-(7-fluoro-1H-indazol-6-yl)-N-(5-fluoro-2,4-dimethylpyridin-3-yl)prop-2-enamide F\C(\C(=O)NC=1C(=NC=C(C1C)F)C)=C/C1=CC=C2C=NNC2=C1F